3-(1,3-benzothiazol-6-yl)-4-cyclopropyl-N-[2-(trifluoromethyl)pyridin-4-yl]-1,2-thiazole-5-carboxamide S1C=NC2=C1C=C(C=C2)C2=NSC(=C2C2CC2)C(=O)NC2=CC(=NC=C2)C(F)(F)F